N12CC(C(CC1)CC2)N(C(O)=O)[C@H]2C(CC1=CC=C(C=C21)C2=CC(=CC=C2)F)(C)C.CN2OC1=C(C2C2=CC=CC=C2)C=C(C=C1)Cl N-methyl-5-chloro-3-phenyl-benzisoxazole (S)-quinuclidin-3-yl-(6-(3-fluorophenyl)-2,2-dimethyl-2,3-dihydro-1H-inden-1-yl)carbamat